OCC1CCC(CC1)COCC(=O)OC(C)(C)C tert-Butyl 2-(((1r,4r)-4-(Hydroxymethyl)cyclohexyl)methoxy)acetate